O=C1NC(CCC1C=1C=C(C=CC1)NC([O-])=O)=O [3-(2,6-dioxo-3-piperidyl)phenyl]carbamate